di(dodecyl)trimethoxysilane bromine [Br].C(CCCCCCCCCCC)C(O[SiH](OC)OC)CCCCCCCCCCCC